N1(CCCC2=CC=CC=C12)C(=O)C1=NC(=CN=C1)C1=CC=C(C=C1)C(F)(F)F (3,4-dihydroquinolin-1(2H)-yl)(6-(4-(trifluoromethyl)phenyl)pyrazin-2-yl)methanone